nonyl 8-((3-hydroxypropyl)amino)octanoate OCCCNCCCCCCCC(=O)OCCCCCCCCC